[18F]Fluoroethylcholin [18F]CCOCC[N+](C)(C)C